(1-(3-acrylamidophenyl)-3-methyl-1H-pyrazol-4-yl)-2-fluorobenzamide C(C=C)(=O)NC=1C=C(C=CC1)N1N=C(C(=C1)C=1C(=C(C(=O)N)C=CC1)F)C